(R)-2-benzenesulfonyl-1-phenyl-ethanol C1(=CC=CC=C1)S(=O)(=O)C[C@H](O)C1=CC=CC=C1